FC1=CC=C(C=N1)N1C(C(=CC=C1)C)=O 6'-Fluoro-3-methyl-2H-[1,3'-bipyridin]-2-one